ClC1=C2C(=NC=C1OC=1C=NC=3N(C1)N=CC3)N=C(N2C)NC2=NN(C(=C2)C(C(F)(F)F)(F)F)[C@H]2COCC2 (R)-7-chloro-1-methyl-N-(5-(perfluoroethyl)-1-(tetrahydrofuran-3-yl)-1H-pyrazol-3-yl)-6-(pyrazolo[1,5-a]pyrimidin-6-yloxy)-1H-imidazo[4,5-b]pyridin-2-amine